2-(1-(1-(3-isopropyl-1,2,4-oxadiazol-5-yl)piperidin-4-yl)ethoxy)-6-(3-(trifluoromethyl)pyridin-4-yl)imidazo[2,1-b][1,3,4]thiadiazol C(C)(C)C1=NOC(=N1)N1CCC(CC1)C(C)OC1=NN2C(S1)=NC(=C2)C2=C(C=NC=C2)C(F)(F)F